5-(4-Cyclopropyl-1H-imidazol-1-yl)-2-fluoro-N-(6-(4,5,6,7,8,9-hexahydro-1H-cycloocta[d][1,2,3]triazol-1-yl)pyridin-2-yl)-4-methylbenzamide C1(CC1)C=1N=CN(C1)C=1C(=CC(=C(C(=O)NC2=NC(=CC=C2)N2N=NC3=C2CCCCCC3)C1)F)C